1-(5-bromo-1H-indol-3-yl)-2-phenyl-1,2,3,4-tetrahydroisoquinoline BrC=1C=C2C(=CNC2=CC1)C1N(CCC2=CC=CC=C12)C1=CC=CC=C1